N-(2-(3-(2-((1,5-dimethyl-1H-pyrazol-3-yl)amino)-5-methylpyrimidin-4-yl)-1H-indol-7-yl)-1-oxoisoindolin-4-yl)-2-methyl-oxazole-4-carboxamide CN1N=C(C=C1C)NC1=NC=C(C(=N1)C1=CNC2=C(C=CC=C12)N1C(C2=CC=CC(=C2C1)NC(=O)C=1N=C(OC1)C)=O)C